N1=C(C=CC=C1)C1=NC2=C3C(=CC=C2N=C1C1=NC=CC=C1)C=CC=C3 2,3-di(2-pyridyl)benzoquinoxaline